4-chloro-1-(2-methoxyethyl)-2-methylsulfonyl-benzene ClC1=CC(=C(C=C1)CCOC)S(=O)(=O)C